ClC1=C(C=C(C=C1OC)OC)C(C(=C(C(=O)OCC)C)C1=C(C=C(C=C1)F)Cl)=O ethyl 4-(2-chloro-3,5-dimethoxyphenyl)-3-(2-chloro-4-fluorophenyl)-2-methyl-4-oxo-2-butenoate